[Na+].CC(CCCCC)C=1C(=CC(=C(C(=O)[O-])C1)C)O 5-(1-methylhexyl)-4-hydroxy-2-methylbenzoic acid, sodium salt